(2S,3R,4R,5S,6R)-2-[4-chloro-3-[(4-hydroxyphenyl)methyl]phenyl]-6-methylthiotetrahydropyran-3,4,5-triol ClC1=C(C=C(C=C1)[C@@H]1O[C@@H]([C@H]([C@@H]([C@H]1O)O)O)SC)CC1=CC=C(C=C1)O